4-(2-naphthyl)phenyl-(3-biphenyl)amine C1=C(C=CC2=CC=CC=C12)C1=CC=C(C=C1)C1=C(C=CC=C1N)C1=CC=CC=C1